BrC(C)C=1C=C(C=C2C(N3CCCN4N=CC(C12)=C43)=O)C 10-(1-bromoethyl)-8-methyl-4,5-dihydro-3H,6H-2,2a,5a-triazaaceanthrylen-6-one